3-(3-((4-fluoro-2,2-dioxido-1,3-dihydrobenzo[c]thiophen-5-yl)amino)-1H-pyrazol-5-yl)cyclopentyl ((1s,4s)-4-hydroxycyclohexyl)carbamate OC1CCC(CC1)NC(OC1CC(CC1)C1=CC(=NN1)NC1=C(C2=C(CS(C2)(=O)=O)C=C1)F)=O